N-butylidenemethylamine-N-oxide C(CCC)=[N+](C)[O-]